[Br-].C(CCCCCCCCCCCCCCC)[N+](C)(C)C Hexadecyl-trimethylammonium bromide